methyl (Z)-1-(4-amino-2-fluorobut-2-en-1-yl)-4-(3-(N,N-diethylsulfamoyl)phenyl)-1H-benzo[d][1,2,3]triazol-6-carboxylate NC\C=C(\CN1N=NC2=C1C=C(C=C2C2=CC(=CC=C2)S(N(CC)CC)(=O)=O)C(=O)OC)/F